CC1=CN=CC(=N1)OC1=CC=C(\C=N/OCC=2C=CC=3N(C2)C(=C(N3)C3=CC=CC=C3)NC3=CC=C(C(=O)O)C=C3)C=C1 (Z)-4-((6-((((4-((6-Methylpyrazin-2-yl)oxy)benzylidene)amino)oxy)methyl)-2-phenylimidazo[1,2-a]pyridin-3-yl)amino)benzoic acid